C1(=CC=CC=C1)P(CCCP(C1=CC=CC=C1)C1=CC=CC=C1)C1=CC=CC=C1 3-diphenylphosphinopropyl-(diphenyl)phosphine